C(C#C)OCCNS(=O)(=O)C1=CC=C(C=C1)SC#N N-(2-(prop-2-yn-1-yloxy)ethyl)-4-thiocyanatobenzenesulfonamide